The molecule is the (R)-enantiomer of flavanone. It is an enantiomer of a (2S)-flavanone. It derives from a hydride of a (2R)-flavan. C1[C@@H](OC2=CC=CC=C2C1=O)C3=CC=CC=C3